FC=1C=C(C=NC1C=1N=NN(C1)CC(C)(C)C)C(=O)N1CCN(CC1)C=1OC=2C(=NC(=CC2)C)N1 (5-fluoro-6-(1-neopentyl-1H-1,2,3-triazol-4-yl)pyridin-3-yl)(4-(5-methyloxazolo[4,5-b]pyridin-2-yl)piperazin-1-yl)methanone